C(CCCCCCCCCCCCCCC)(=O)OC[C@@H](O)CO 1-palmitoyl-SN-glycerol